Tert-butyl (E)-4-(4-bromostyryl)piperidine-1-carboxylate BrC1=CC=C(/C=C/C2CCN(CC2)C(=O)OC(C)(C)C)C=C1